C(C1=CC=CC=C1)N1C(NC2=CC(=CC=C2C1=O)C(=O)O)=O 3-benzyl-2,4-dioxo-1,2,3,4-tetrahydroquinazoline-7-carboxylic acid